CS(=O)(=O)C1=CC2=C(N(C=N2)CC2=CC=C(C=C2)B(O)O)C=C1 (4-((5-(methylsulfonyl)-1H-benzo[d]imidazol-1-yl)methyl)phenyl)-boronic acid